tert-butyl (E)-4-(4-ethoxy-4-oxo-2-(3-(trifluoromethyl)phenyl)but-2-en-1-yl)piperidine-1-carboxylate C(C)OC(/C=C(\CC1CCN(CC1)C(=O)OC(C)(C)C)/C1=CC(=CC=C1)C(F)(F)F)=O